OCOP(O)(O)=O (hydroxymethyl)phosphoric acid